1-(4-fluorophenyl)-3-(2-methyl-6-oxo-1,6-dihydropyridin-3-yl)-7-(trifluoromethyl)-2,3-dihydroquinazolin-4(1H)-one FC1=CC=C(C=C1)N1CN(C(C2=CC=C(C=C12)C(F)(F)F)=O)C1=C(NC(C=C1)=O)C